ClC=1C=CC=C2C(CCNC12)N1C(N(C2=NC(=NC=C2C1)NC1=CC=C(C=C1)N1CCN(CC1)C)C)=O 3-(8-chloro-1,2,3,4-tetrahydroquinolin-4-yl)-1-methyl-7-[4-(4-methylpiperazin-1-yl)anilino]-4H-pyrimido[4,5-d]pyrimidin-2-one